ClC1=CC(=NC(=C1O)Cl)C(=O)NC1=C(N=C(S1)C1CC1)C(NCC1=C(C=CC=C1)C(F)(F)F)=O 4,6-dichloro-N-[2-cyclopropyl-4-({[2-(trifluoromethyl)phenyl]methyl}carbamoyl)-1,3-thiazol-5-yl]-5-hydroxypyridine-2-carboxamide